2-phenyl-5-(4-(7-(9-phenyl-9H-carbazol-2-yl)-9,9-dipropyl-9H-fluoren-2-yl)phenyl)-1,3,4-oxadiAzole C1(=CC=CC=C1)C=1OC(=NN1)C1=CC=C(C=C1)C1=CC=2C(C3=CC(=CC=C3C2C=C1)C1=CC=2N(C3=CC=CC=C3C2C=C1)C1=CC=CC=C1)(CCC)CCC